isopropyl (3S)-3-(((S)-((((R)-1-(6-amino-9H-purin-9-yl)propan-2-yl)oxy)methyl)((2-methyl-1-oxo-1-(pentyloxy)propan-2-yl)amino)phosphoryl)amino)-butanoate NC1=C2N=CN(C2=NC=N1)C[C@@H](C)OC[P@@](=O)(NC(C(OCCCCC)=O)(C)C)N[C@H](CC(=O)OC(C)C)C